NC(C(=O)O)CC1CCC(CC1)O 2-amino-3-((1r,4S)-4-hydroxycyclohexyl)propanoic acid